FC1=C(C=CC(=C1)[N+](=O)[O-])N1CCN(CC1)C[C@@H]1CC[C@H](CC1)CNC(OC(C)(C)C)=O trans-tert-butyl (((1r,4r)-4-((4-(2-fluoro-4-nitrophenyl)piperazin-1-yl)methyl)cyclohexyl)methyl)carbamate